(10R)-N-(4-([1,2,4]triazolo[1,5-a]pyridin-7-ylmethyl)-3-methylphenyl)-8,9,10,11-tetrahydro-7H-6,10-methanopyrimido[4',5':5,6]pyrido[3,2-b][1,4,7]oxadiazonin-4-amine hydrochloride Cl.N=1C=NN2C1C=C(C=C2)CC2=C(C=C(C=C2)NC2=NC=NC1=CC=3OC[C@@H]4NCCN(C3N=C12)C4)C